O1CCC(CC1)C1=NC=NN1 5-(tetrahydro-pyran-4-yl)-1H-[1,2,4]triazol